tert-butyl 3-((4-fluorophenethyl)carbamoyl)-4-octanoylpiperazine-1-carboxylate FC1=CC=C(CCNC(=O)C2CN(CCN2C(CCCCCCC)=O)C(=O)OC(C)(C)C)C=C1